ClC1=C(OC2=NC=C(C=C2C(=O)NC=2C=NC=NC2)C(F)(F)F)C=CC(=C1)OC(F)(F)F 2-[2-chloro-4-(trifluoromethoxy)phenoxy]-N-pyrimidin-5-yl-5-(trifluoromethyl)pyridine-3-carboxamide